3-O-p-coumaroyl-rhamnose C(\C=C\C1=CC=C(C=C1)O)(=O)O[C@@H]([C@H](C=O)O)[C@@H](O)[C@@H](O)C